3-(1-amino-3-hydroxy-3-methyl-2-oxocyclohexyl)benzonitrile NC1(C(C(CCC1)(C)O)=O)C=1C=C(C#N)C=CC1